(6S)-6-{3-[(6-tert-Butylpyridin-3-yl)amino]-2-chlorophenyl}-3-[(4S*)-2,2-dimethyltetrahydro-pyran-4-yl]-2-imino-6-methyl-hexahydropyrimidin-4-one C(C)(C)(C)C1=CC=C(C=N1)NC=1C(=C(C=CC1)[C@@]1(CC(N(C(N1)=N)[C@@H]1CC(OCC1)(C)C)=O)C)Cl |o1:24|